2-(3-Chloro-2-fluorophenyl)-N-(cyanomethyl)isonicotinamide ClC=1C(=C(C=CC1)C=1C=C(C(=O)NCC#N)C=CN1)F